6-[2-(1-cyclopropylpyrazol-4-yl)-5-ethylsulfonyl-1-methyl-imidazol-4-yl]-2,2-difluoro-5H-[1,3]dioxolo[4,5-f]isoindol-7-one C1(CC1)N1N=CC(=C1)C=1N(C(=C(N1)N1CC=2C=C3C(=CC2C1=O)OC(O3)(F)F)S(=O)(=O)CC)C